benzocyclooctan C1=CC=CC2=C1CCCCCC2